2,4-Dimethyl-6,7,8,9-tetrahydro-5H-pyrido[3,2-d]azepine CC=1C=C(C=2CCNCCC2N1)C